CC(=CCCC(=O)C)C METHYLHEPTENONE